difluorodimethoxydibenzocyclooctynone FC1=C(C2=C(C(C#CC(C3=C2C=CC=C3)(OC)OC)=O)C=C1)F